1-[3-acetyl-6-[6-(2-methoxyethoxy)-5-[(6-methylpyridazin-3-yl)amino]benzimidazol-1-yl]-2-pyridyl]-5-methyl-pyrazole-3-carbonitrile C(C)(=O)C=1C(=NC(=CC1)N1C=NC2=C1C=C(C(=C2)NC=2N=NC(=CC2)C)OCCOC)N2N=C(C=C2C)C#N